C1(CC1)N1C[C@@H](CCC1)NC1=C2C(=NC=3C=C(C(=CC13)OC)OC)CCC2 (3R)-1-cyclopropyl-N-{6,7-dimethoxy-1H,2H,3H-cyclopenta[b]quinolin-9-yl}piperidin-3-amine